2-{[rel-(2R,3R)-3-(2-chlorophenyl)-2-(2,4-difluorophenyl)oxetan-2-yl]methyl}-2,4-dihydro-3H-1,2,4-triazole-3-thione ClC1=C(C=CC=C1)[C@H]1[C@@](OC1)(C1=C(C=C(C=C1)F)F)CN1N=CNC1=S |o1:7,8|